C(C)(C)(C)OC(=O)N1CC(CC1)CN1C(C=C(C=C1)Br)=O 3-((4-bromo-2-oxopyridin-1(2H)-yl)methyl)pyrrolidine-1-carboxylic acid tert-butyl ester